tert-Butyl (2S,4R)-2-((1H-1,2,3-triazol-1-yl)methyl)-4-(4-bromopicolinamido)pyrrolidine-1-carboxylate N1(N=NC=C1)C[C@H]1N(C[C@@H](C1)NC(C1=NC=CC(=C1)Br)=O)C(=O)OC(C)(C)C